8-ethyl-4-oxo-4,6,7,8-tetrahydropyrrolo[1,2-a]pyrazine-6-carboxylate C(C)C1CC(N2C1=CN=CC2=O)C(=O)[O-]